6-(6-aminopyridin-3-yl)-3-benzylquinazolin-4(3H)-one NC1=CC=C(C=N1)C=1C=C2C(N(C=NC2=CC1)CC1=CC=CC=C1)=O